CC1(OC2=CC=CC=C2[C@H](C1)NC(=O)C=1C=C(C=CC1)CN1C(NC(CC1=O)(C)C)=[NH2+])C [1-[[3-[[(4S)-2,2-dimethylchroman-4-yl]carbamoyl]phenyl]methyl]-4,4-dimethyl-6-oxo-hexahydropyrimidin-2-ylidene]ammonium